(3S,5S)-3-(((S)-2,3-Dihydro-1H-Inden-1-Yl)Amino)-5-(3-Iodophenyl)-1-(4-(Trifluoromethyl)Phenyl)Pyrrolidin-2-One [C@@H]1(CCC2=CC=CC=C12)N[C@@H]1C(N([C@@H](C1)C1=CC(=CC=C1)I)C1=CC=C(C=C1)C(F)(F)F)=O